6-bromo-7-fluoro-1-(4-fluoro-2-methylphenyl)-3-(6-methoxy-2-methylpyridin-3-yl)-2,3-dihydroquinazolin-4(1H)-one BrC=1C=C2C(N(CN(C2=CC1F)C1=C(C=C(C=C1)F)C)C=1C(=NC(=CC1)OC)C)=O